formamidine lead iodide [Pb](I)I.C(=N)N